6-(1-(5-(cyclopropylethynyl)-2H-indazol-2-yl)-3-((2-fluoroethyl)amino)propan-2-yl)-5-hydroxypyrimidin-4(3H)-one C1(CC1)C#CC1=CC2=CN(N=C2C=C1)CC(CNCCF)C1=C(C(NC=N1)=O)O